NC=1C=C(C=CC1O)S(=O)(=O)O 3-amino-4-hydroxybenzenesulfonic acid